C(C)(C)(CC)C=1C(=C(C=C(C1)C(C)(C)CC)N1N=C2C(=N1)C=CC=C2)O 2-(3',5'-di-tert-pentyl-2'-hydroxyphenyl)benzotriazole